FC1=C(C(=CC(=C1)F)OCCOC)C=1C2=C(C(=NC1C1=NN3C(CN([C@@H](C3)C)C(=O)OC(C)(C)C)=C1)OS(=O)(=O)C(F)(F)F)C=CS2 tert-butyl (6R)-2-[7-[2,4-difluoro-6-(2-methoxyethoxy)phenyl]-4-(trifluoromethylsulfonyloxy)thieno[3,2-c]pyridin-6-yl]-6-methyl-6,7-dihydro-4H-pyrazolo[1,5-a]pyrazine-5-carboxylate